4-(2-chloro-6-cyclopropylpyridin-4-yl)-3-(4-methylpyridazin-3-yl)benzonitrile ClC1=NC(=CC(=C1)C1=C(C=C(C#N)C=C1)C=1N=NC=CC1C)C1CC1